1-(cyclohexylmethyl)-4-(1-methylethyl)cyclohexane C1(CCCCC1)CC1CCC(CC1)C(C)C